(R)-1-(1-(cyclopropylmethyl)piperidin-3-yl)-6-methyl-5-(8-methyl-[1,2,4]triazolo[1,5-a]pyridin-6-yl)-1,3-dihydro-2H-benzo[d]imidazol-2-one C1(CC1)CN1C[C@@H](CCC1)N1C(NC2=C1C=C(C(=C2)C=2C=C(C=1N(C2)N=CN1)C)C)=O